(R)-methyl 2-acetamido-3-pyridine-propionate C(C)(=O)NC1=NC=CC=C1CCC(=O)OC